1-fluorocyclooct-2-yne-1-carboxylic acid FC1(C#CCCCCC1)C(=O)O